tert-butyl ((3-(5-chloro-2-(4-cyano-2-methoxyphenoxy)-4-methylnicotinamido)phenyl)(methyl)(oxo)-λ6-sulfaneylidene)carbamate ClC=1C=NC(=C(C(=O)NC=2C=C(C=CC2)S(=O)(C)=NC(OC(C)(C)C)=O)C1C)OC1=C(C=C(C=C1)C#N)OC